(9Z,12Z)-1-((R)-2-((1H-Indol-3-yl)methyl)pyrrolidin-1-yl)octadeca-9,12-dien-1-one N1C=C(C2=CC=CC=C12)C[C@@H]1N(CCC1)C(CCCCCCC\C=C/C\C=C/CCCCC)=O